CN1[C@H]2[C@@](CCC1)(CCC2)COC2=NC1=C(C(=CC=C1C(=N2)N2C[C@@](CCC2)(O)C)C2=C(C=CC(=C2)O)C2CCC2)F (3R)-1-(2-{[(4aS,7aR)-1-methyl-octahydro-1H-cyclopenta[b]pyridin-4a-yl]methoxy}-7-(2-cyclobutyl-5-hydroxyphenyl)-8-fluoroquinazolin-4-yl)-3-methylpiperidin-3-ol